2-(3-chloro-5-(methylsulfonylamino)phenyl)-N4-phenylthiophene-2,4-dicarboxamide ClC=1C=C(C=C(C1)NS(=O)(=O)C)C1(SC=C(C1)C(=O)NC1=CC=CC=C1)C(=O)N